(E)-3-((3,3-dibutyl-5-(4-(methylsulfonyl)phenyl)-7-(methylsulfanyl)-1,1-dioxido-2,3,4,5-tetrahydro-1,5-benzothiazepin-8-yl)oxy)acrylic acid C(CCC)C1(CS(C2=C(N(C1)C1=CC=C(C=C1)S(=O)(=O)C)C=C(C(=C2)O/C=C/C(=O)O)SC)(=O)=O)CCCC